N[C@@H]([C@H](O)C)C(=O)N[C@@H](CCCCN)C(=O)O threonyl-lysine